COC1=C(CC2C(NC(NC2=O)=S)=O)C=CC(=C1)OC 5-(2,4-dimethoxybenzyl)-2-thioxodihydropyrimidine-4,6(1H,5H)-dione